N1CCCCC1 hexahydropyridine